CN(CCOC1=CC(=C2CN(CC2=C1)C(=O)OC(C)(C)C)N[C@@H]1COCC1)C tert-butyl (S)-6-(2-(dimethylamino)ethoxy)-4-((tetrahydrofuran-3-yl)amino)isoindoline-2-carboxylate